4-(5-Chlorofuran-2-yl)-1,3-bis(2,4-difluorophenyl)-N-((3S,6R)-6-methoxyhexahydrofuro[3,2-b]furan-3-yl)-5-methyl-4,5-dihydro-1H-pyrazole-5-carboxamide ClC1=CC=C(O1)C1C(=NN(C1(C(=O)N[C@@H]1C2C(OC1)[C@@H](CO2)OC)C)C2=C(C=C(C=C2)F)F)C2=C(C=C(C=C2)F)F